6-((3-hydroxyazetidin-1-yl)methyl)-2-(3-((1r,3r)-3-methoxy-1-(4-methyl-4H-1,2,4-triazol-3-yl)cyclobutyl)phenyl)-4-(trifluoromethyl)isoindolin-1-one OC1CN(C1)CC1=CC(=C2CN(C(C2=C1)=O)C1=CC(=CC=C1)C1(CC(C1)OC)C1=NN=CN1C)C(F)(F)F